3-(2-methoxyphenyl)-1-phenylpropan COC1=C(C=CC=C1)CCCC1=CC=CC=C1